C(C)(C)C1=NC(=NO1)C=1C=C2CC[C@H](C2=CC1)N1N(NN=C1)C (R)-N-(5-(5-isopropyl-1,2,4-oxadiazol-3-yl)-2,3-dihydro-1H-inden-1-yl)-2-methyl-2H-tetrazole